C(CCC)(=O)C=1C(=C(C(=CC1C)C)C1CC(=C(C(C1)=O)/C(=N/OCC)/CC)O)C 5-(3-butanoyl-2,4,6-trimethylphenyl)-2-[(E)-N-ethoxy-C-ethylcarbonimidoyl]-3-hydroxycyclohex-2-en-1-one